1-(6-bromo-2-oxo-benzo[cd]indol-1(2H)-yl)dihydropyrimidine-2,4(1H,3H)-dione BrC=1C=2C3=C(C(N(C3=CC1)N1C(NC(CC1)=O)=O)=O)C=CC2